CN([C@H](CNC(C[C@H](C)C1=CC=CC=C1)=O)CC=1C=CC2=C(OCC(N2)=O)C1)C (S)-N-((S)-2-(dimethylamino)-3-(3-oxo-3,4-dihydro-2H-benzo[b][1,4]oxazin-7-yl)propyl)-3-phenylbutyramide